C(C)C=1C=C(C(=O)C=2C=CC3=C(C(=CO3)C=3CC4CCCCN4CC3)C2)C=CC1 5-(3-ethylbenzoyl)-3-(1,4,5,6,7,8,9-heptahydroquinolizin-2-yl)-benzofuran